monosilaneamine [SiH3]N